(1R,5S)-3-azabicyclo[3.1.0]hexane [C@@H]12CNC[C@H]2C1